N-[4-[4-[(2R)-2-(aminomethyl)morpholine-4-carbonyl]piperidine-1-carbonyl]-3-methyl-phenyl]-5-[4-(cyanomethoxy)-2,3-difluoro-phenyl]-1-methyl-imidazole-2-carboxamide NC[C@@H]1CN(CCO1)C(=O)C1CCN(CC1)C(=O)C1=C(C=C(C=C1)NC(=O)C=1N(C(=CN1)C1=C(C(=C(C=C1)OCC#N)F)F)C)C